3-bromo-1-(4-(trifluoromethyl)phenyl)imidazo[1,5-a]pyridine BrC1=NC(=C2N1C=CC=C2)C2=CC=C(C=C2)C(F)(F)F